1-[(PENTANOYLOXY)METHYL]ETHYL OCTANOATE C(CCCCCCC)(=O)OC(C)COC(CCCC)=O